Cl.C(C)N1CCN(CC1)C=1C=CC(=NC1)NC1=NC=C(C(=N1)C=1C=C2C=CC=NC2=CC1F)F N-(5-(4-Ethylpiperazin-1-yl)pyridin-2-yl)-5-fluoro-4-(7-fluoroquinolin-6-yl)pyrimidin-2-amine hydrochloride